sodium potassium aluminum Silicate [Si]([O-])([O-])([O-])[O-].[Al+3].[K+].[Na+]